C1C(CC12CCC2)NC(=O)NC2(CC2)C2=CC(=CC=C2)O[C@@H](C(F)(F)F)C |r| (±)-1-spiro[3.3]hept-2-yl-3-{1-[3-(2,2,2-trifluoro-1-methyl-ethoxy)-phenyl]-cyclopropyl}-urea